Di-tert-butyl (2R,4S)-4-((tert-butoxycarbonyl)oxy)pyrrolidine-1,2-dicarboxylate C(C)(C)(C)OC(=O)O[C@H]1C[C@@H](N(C1)C(=O)OC(C)(C)C)C(=O)OC(C)(C)C